C(C1=CC=CC=C1)OC(=O)C1(CCN(CC1)C1=CC=CC=2NCCOC21)O 1-(3,4-dihydro-2H-1,4-benzoxazin-8-yl)-4-hydroxy-piperidine-4-carboxylic acid benzyl ester